[K+].[K+].C(S(=O)(=O)[O-])S(=O)(=O)[O-] methanedisulfonic acid dipotassium salt